N-{[5-(4-methoxyphenyl)-1H-imidazol-2-yl]methyl}-2-(methylsulfanyl)-7-(trifluoromethyl)imidazo[2,1-f][1,2,4]triazin-4-amine COC1=CC=C(C=C1)C1=CN=C(N1)CNC1=NC(=NN2C1=NC=C2C(F)(F)F)SC